ethyl 2-(5-ethyl-2-thienyl)propanoate C(C)C1=CC=C(S1)C(C(=O)OCC)C